[(2R,3S,11bR)-9,10-dimethoxy-3-(2-methylpropyl)-1H,2H,3H,4H,6H,7H,11bH-pyrido[2,1-a]isoquinolin-2-yl]methyl (1R,2R)-2-aminocyclohexane-1-carboxylate N[C@H]1[C@@H](CCCC1)C(=O)OC[C@@H]1C[C@H]2N(CCC3=CC(=C(C=C23)OC)OC)C[C@H]1CC(C)C